(5-aminopyridin-2-yl)-2-fluorobenzamide NC=1C=CC(=NC1)C=1C(=C(C(=O)N)C=CC1)F